NCC=1C(=CC(=C(C1)NC([C@H](C(C1CC1)C1CC1)NC(=O)C1=CC=NN1C(C)C)=O)F)C(C(NCC(F)(F)F)=O)C N-((2S)-1-((5-(aminomethyl)-2-fluoro-4-(1-oxo-1-((2,2,2-trifluoroethyl)amino)propan-2-yl)phenyl)amino)-3,3-dicyclopropyl-1-oxopropan-2-yl)-1-isopropyl-1H-pyrazole-5-carboxamide